(2R)-2-(1-(4-bromophenyl)-4-(4-fluorophenyl)-1H-pyrazol-3-yl)-3-(2-(2-oxo-2,3-dihydro-1H-benzo[d]imidazol-5-yl)ethyl)oxazolidin-4-one BrC1=CC=C(C=C1)N1N=C(C(=C1)C1=CC=C(C=C1)F)[C@H]1OCC(N1CCC1=CC2=C(NC(N2)=O)C=C1)=O